N,N-dimethyl-1-[(2S)-pyrrolidin-2-yl]methanamine CN(C[C@H]1NCCC1)C